quinolin-4-yl-piperazine-1-carboxylate N1=CC=C(C2=CC=CC=C12)OC(=O)N1CCNCC1